NC1CNCCC1C(=O)[O-] 3-aminopiperidine-4-carboxylate